F[B-]1(N2C(=CC=C2C=C2C=CC(=[N+]12)CCCCCCCCCCCC(=O)O)C)F 12-(2,2-difluoro-12-methyl-1-aza-3-azonia-2-boranuidatricyclo[7.3.0.03,7]dodeca-3,5,7,9,11-pentaen-4-yl)dodecanoic acid